2-((3-(2,6-dioxopiperidin-3-yl)-1-methyl-1H-indazol-7-yl)oxy)-N-(2-oxo-piperidin-3-yl)acetamide O=C1NC(CCC1C1=NN(C2=C(C=CC=C12)OCC(=O)NC1C(NCCC1)=O)C)=O